C(C1=CC=C(C(=O)OCC(C)C)C=C1)(=O)OCC ethyl (isobutyl) terephthalate